O=C1NC(CCC1N1C=CC2=CC(=CC=C12)C1CCN(CC1)C(=O)OC(C)(C)C)=O tert-butyl 4-(1-(2,6-dioxopiperidin-3-yl)-1H-indol-5-yl)piperidine-1-carboxylate